O=C(C(=O)O)CCC(=O)O.[N+](=O)([O-])C1=C(C=CC=C1)N1C(=CC=C1)C=CC=NN\C(=N\[H])\N (E)-N-[1-(2-nitrophenyl)-1H-pyrrol-2-yl-allylideneamino]-guanidine oxoglutarate salt